OCC1=C(C=CC=C1)NC(=O)NC1=CC(=CC=C1)Cl 1-(2-(hydroxymethyl)phenyl)-3-(3-chlorophenyl)urea